CN1C(C(CCC1=O)N1C(N(C2=C1C=CC=C2C2CCNCC2)C)=O)=O 1-methyl-3-[3-methyl-2-oxo-4-(4-piperidyl)benzimidazol-1-yl]piperidine-2,6-dione